bis(trimethylsilyl) fumarate (Bis(trimethylsilyl) fumarate) C[Si](C)(C)\C(=C(/C(=O)O)\[Si](C)(C)C)\C(=O)O.C(\C=C\C(=O)O[Si](C)(C)C)(=O)O[Si](C)(C)C